2-(2-methyl-1,3-oxazol-4-yl)acetic acid CC=1OC=C(N1)CC(=O)O